C(#N)C(C(=O)OCC1(CCCCC1)CO)C#N cyclohexanedimethanol dicyanoacetate